N-(4-((3-(4-Cyano-3-(trifluoromethyl)phenyl)-2-(trifluoromethyl)oxazolidin-5-yl)methoxy)phenyl)-2-hydroxyacetamid C(#N)C1=C(C=C(C=C1)N1C(OC(C1)COC1=CC=C(C=C1)NC(CO)=O)C(F)(F)F)C(F)(F)F